CC1=CC[C@H](CC1)C2=CCCC(C2)(C)C The molecule is a sesquiterpene that is 1,1'-bi(cyclohexane)-1,3'-diene substituted at positions 4', 5, and 5 by methyl groups (the S- enantiomer). It is a cyclic hydrocarbon and a sesquiterpene.